2-((4-((R)-3-(2,4-dichlorophenyl)-2,3-dihydrobenzo[b][1,4]dioxin-5-yl)piperidin-1-yl)methyl)-1-(((S)-oxetan-2-yl)methyl)-1H-benzo[d]imidazole-6-carboxylic acid ClC1=C(C=CC(=C1)Cl)[C@H]1OC2=C(OC1)C=CC=C2C2CCN(CC2)CC2=NC1=C(N2C[C@H]2OCC2)C=C(C=C1)C(=O)O